N-(4-((4-(tert-butyl)phenyl)amino)cyclohexyl)-2,2,2-trifluoroacetamide C(C)(C)(C)C1=CC=C(C=C1)NC1CCC(CC1)NC(C(F)(F)F)=O